NC1=NC=CC(=C1OC1C2C3=C(C1CC2)C=C(C=C3)OC=3C(=NC=CC3C)N)C 3,6-bis(2-amino-4-methyl-3-pyridyloxy)benzonorbornene